(1R,3S)-3-(5-((2-(2-(1,3-dioxolan-2-yl)-3-((4-methoxybenzyl)oxy)phenyl) pyrazolo[1,5-a]pyrazin-4-yl)amino)-1-(tert-butyl)-1H-pyrazol-3-yl)cyclopentyl isopropyl-carbamate C(C)(C)NC(O[C@H]1C[C@H](CC1)C1=NN(C(=C1)NC=1C=2N(C=CN1)N=C(C2)C2=C(C(=CC=C2)OCC2=CC=C(C=C2)OC)C2OCCO2)C(C)(C)C)=O